ClC1=NC=C(C(=C1)C1=CC(=NC=C1C(NC1=NN2C(S1)=NC(=C2)C2CC2)=O)OC=2C=C(C=CC2)NC(OC(C)(C)C)=O)OC tert-butyl (3-((2'-chloro-5-((6-cyclopropylimidazo[2,1-b][1,3,4]thiadiazol-2-yl)carbamoyl)-5'-methoxy-[4,4'-bipyridin]-2-yl)oxy)phenyl)carbamate